N,N,N-trimethyl-2-oxoethanaminium chloride salt [Cl-].C[N+](CC=O)(C)C